C(\C=C\CCCCCCCC)(C(=O)O)C(=O)O trans-2-undecene-1,1-dicarboxylic acid